CC1=CC(=C(C(=C1)C(C)(C)C)O)C(C)(C)C The molecule is a member of the class of phenols that is 4-methylphenol substituted by tert-butyl groups at positions 2 and 6. It has a role as an antioxidant and a food additive. It derives from a phenol.